tert-Butyl 4-(((6R)-2,2-difluoro-6-(2-(isopropylamino)-6-(methoxycarbonyl) pyridin-3-yl)-7-azaspiro[3.5]nonan-7-yl)methyl)-5-methoxy-7-methylindole-1-carboxylate FC1(CC2(C1)C[C@@H](N(CC2)CC2=C1C=CN(C1=C(C=C2OC)C)C(=O)OC(C)(C)C)C=2C(=NC(=CC2)C(=O)OC)NC(C)C)F